difluoro-chloro-s-triazine FC1=NC(=NC(=N1)Cl)F